C1(CCC1)NC1=NC(=NC=C1)NC(=O)C=1C=C2CN(C(C2=CC1)=O)C1C(NC(CC1)=O)=O N-(4-(cyclobutylamino)pyrimidin-2-yl)-2-(2,6-dioxopiperidin-3-yl)-1-oxoisoindoline-5-carboxamide